ClC1=C(C=C(C=C1)N1CCN(CC1)C=1C=NC(=NC1)C(C)(C)O)C1=NC2=C(N1C)C=CC=C2 2-(5-(4-(4-chloro-3-(1-methyl-1H-benzo[d]imidazol-2-yl)phenyl)piperazin-1-yl)pyrimidin-2-yl)propan-2-ol